3-(5-methyl-4-(trifluoromethyl)thiazol-2-yl)bicyclo[1.1.1]Pentane-1-amine hydrochloride Cl.CC1=C(N=C(S1)C12CC(C1)(C2)N)C(F)(F)F